C1(CC1)C=1SC(=CN1)C=1C=C(C=CC1)N(C(=O)[C@@H]1CC[C@H](CC1)NC(=O)NC)C[C@@H]1CC[C@H](CC1)C1=CC(=C(C=C1)OC)C trans-N-(3-(2-Cyclopropylthiazol-5-yl)phenyl)-N-((trans-4-(4-methoxy-3-methylphenyl)cyclohexyl)methyl)-4-(3-methylureido)cyclohexanecarboxamide